BrC1=C(CC2NCCC3=CC(=C(C=C23)O)OC)C=CC=C1 1-(2-bromobenzyl)-6-methoxy-1,2,3,4-tetrahydroisoquinoline-7-ol